C(C(=C)C)(=O)OCCC[Si](OC)(OC)OC gamma-(methacryloxy)propyltrimethoxysilane